C(C=C)(=O)N1C[C@@H](OCC1)C(=O)NC1=C2C=NNC2=CC(=C1)C1=CC=C(C=C1)O (R)-4-acryloyl-N-(6-(4-hydroxyphenyl)-1H-indazol-4-yl)morpholine-2-carboxamide